FC(N(C(C(F)(F)F)(F)F)C(C(F)(F)F)(F)F)(F)F perfluoro-N,N-diethyl-methylamine